N-(5-Bromo-4-(2-(dimethylamino)ethoxy)pyridin-2-yl)-2-(2-cyclopropyl-4-(5-methyl-1,2,4-oxadiazol-3-yl)phenyl)pyrimidin-5-carboxamid BrC=1C(=CC(=NC1)NC(=O)C=1C=NC(=NC1)C1=C(C=C(C=C1)C1=NOC(=N1)C)C1CC1)OCCN(C)C